C(#N)C(C(=O)OC)C1=C(C(=CC=C1)F)C#N methyl 2-cyano-2-(2-cyano-3-fluoro-phenyl)acetate